P(=O)(OC1=CC=CC=C1)(OC1=CC=CC=C1)OC(CCC1=CC=CC=C1)OP(=O)(OC1=CC=CC=C1)OC1=CC=CC=C1 Tetraphenyl (3-phenylpropan-1,1-diyl) bis(phosphate)